C(#N)C=1C(=NC(=NC1)N[C@H]1CN(CC1)C(=O)C1=CC=C(C=C1)NC(C=C)=O)OC (R)-N-(4-(3-((5-cyano-4-methoxypyrimidin-2-yl)amino)pyrrolidine-1-carbonyl)phenyl)acrylamide